indene-1,3(2H)-dion C1(CC(C2=CC=CC=C12)=O)=O